C(C)(=O)N1C[C@@H](CCC1)N(C(=O)NCC=1NC2=C(C=C(C=C2C1)Cl)NC)C (R)-1-(1-acetylpiperidin-3-yl)-3-((5-chloro-7-(methylamino)-1H-indol-2-yl)methyl)-1-methylurea